C(C)N1C2=C(OC[C@@H](C1=O)NC(=O)C1=NNC(=N1)CC1=CC(=CC=C1)F)C=CC(=C2)C#CC(C)(C)O (S)-N-(5-ethyl-7-(3-hydroxy-3-methylbut-1-yn-1-yl)-4-oxo-2,3,4,5-tetrahydrobenzo[b][1,4]oxazepin-3-yl)-5-(3-fluorobenzyl)-1H-1,2,4-triazole-3-carboxamide